NC1=C(C=O)C=CC(=C1F)C1CC1 2-amino-4-cyclopropyl-3-fluorobenzaldehyde